2-aminobutyric acid 2-ethylbutyl ester hydrochloride Cl.C(C)C(COC(C(CC)N)=O)CC